[O-2].[Tl+3].[O-2].[O-2].[Tl+3] thallic oxide